CC1=NC(=CC=C1N1N=C(C(=C1)[N+](=O)[O-])OCCCO)C 3-((1-(2,6-dimethylpyridin-3-yl)-4-nitro-1H-pyrazol-3-yl)oxy)propan-1-ol